6-(2-{5-[(1R,4R,7R)-7-amino-2-azabicyclo[2.2.1]heptane-2-carbonyl]-7-methoxy-1-methyl-1H-1,3-benzodiazol-2-yl}-1-(cyclopropylmethyl)-1H-indol-7-yl)-1,2,3,4-tetrahydroquinolin-2-one N[C@H]1[C@@H]2N(C[C@H]1CC2)C(=O)C2=CC1=C(N(C(=N1)C=1N(C3=C(C=CC=C3C1)C=1C=C3CCC(NC3=CC1)=O)CC1CC1)C)C(=C2)OC